Cl.O[C@H]([C@@H](C)NC([C@@H]([C@H]([C@H]1NCCC1)OC)C)=O)C1=CC=CC=C1 (2R,3R)-N-((1S,2R)-1-hydroxy-1-phenylpropan-2-yl)-3-methoxy-2-methyl-3-((S)-pyrrolidin-2-yl)propanamide hydrochloride